OCCCCNCCCCCCCC(=O)OCCCCCCCCC nonyl 8-((4-hydroxybutyl)amino)octanoate